FC([C@@H](C)N1N=NC2=C1C=C(C=C2)C=2C(=CN1N=C(N=C(C12)OC)N[C@@H]1[C@H](CN(CC1)C1COC1)F)F)F 5-(1-((R)-1,1-difluoropropan-2-yl)-1H-benzo[d][1,2,3]triazol-6-yl)-6-fluoro-N-((3S,4S)-3-fluoro-1-(oxetan-3-yl)piperidin-4-yl)-4-methoxypyrrolo[2,1-f][1,2,4]triazin-2-amine